P(OC1=CC2=C(C=C(C=C2C=C1C(C)(C)C)C(C)(C)C)C(C)(C)C)(OC1=CC2=C(C=C(C=C2C=C1C(C)(C)C)C(C)(C)C)C(C)(C)C)OC1=CCC(C=C1)=S(=O)=O bis(3,6,8-tri-tert-butyl-2-naphthyl) (4-sulfonylphenyl) phosphite